[Si](C)(C)(C(C)(C)C)OCC1=NN2C(C=C(C=C2CCS(=O)(=O)O)C2CC2)=C1.N(N)C=1C=NC(=NC1)C(F)(F)F 5-hydrazino-2-(trifluoromethyl)pyrimidine (2-(((tert-butyldimethylsilyl)oxy)methyl)-5-cyclopropylpyrazolo[1,5-a]pyridin-7-yl)methyl-methanesulfonate